(S)-2-ethoxy-2-(4-morpholino-6-(3-(m-tolyl)-1H-pyrazol-1-yl)pyrimidin-2-yl)ethan-1-ol C(C)O[C@H](CO)C1=NC(=CC(=N1)N1CCOCC1)N1N=C(C=C1)C=1C=C(C=CC1)C